bis[4-(vinyloxy) butyl]-1,6-hexanedicarboxylate C(=C)OCCCCOC(=O)CCCCCCC(=O)OCCCCOC=C